ditolyl-ethylene glycol tellurium [Te].C1(=C(C=CC=C1)C(C(C1=C(C=CC=C1)C)O)O)C